methyl 6-bromo-1-oxo-2,3-dihydro-1H-indene-2-carboxylate BrC1=CC=C2CC(C(C2=C1)=O)C(=O)OC